formamidine iodide chloride [Cl-].[I-].C(=N)N